9-Methyl-xanthen CC1C2=CC=CC=C2OC=2C=CC=CC12